6-((4-methylbenzyl)oxy)-4-oxo-1,4-dihydroquinoline-3-carboxylic acid CC1=CC=C(COC=2C=C3C(C(=CNC3=CC2)C(=O)O)=O)C=C1